NC1C(N(C2=C(C(C1)(F)F)C=C(C(=C2)C2=NN=C(O2)C(C#N)(C)C)F)CC2=CC=C(C=C2)N2N=C(C=C2)C(F)(F)F)=O 2-[5-[3-amino-5,5,7-trifluoro-2-oxo-1-[[4-[3-(trifluoromethyl)pyrazol-1-yl]phenyl]methyl]-3,4-dihydro-1-benzazepin-8-yl]-1,3,4-oxadiazol-2-yl]-2-methyl-propanenitrile